N1=CC=CC=2CN(CCC12)C1=C(C=CCN1CCC1=CC=NC=C1)C 6-(7,8-dihydro-5H-1,6-naphthyridin-6-yl)-5-methyl-N-[2-(4-pyridyl)ethyl]pyridine